4-(6-(4-amino-4-methylpiperidin-1-yl)pyridin-3-yl)-6-(1-methyl-1H-pyrazol-4-yl)pyrazolo[1,5-a]pyrazine-3-carbonitrile NC1(CCN(CC1)C1=CC=C(C=N1)C=1C=2N(C=C(N1)C=1C=NN(C1)C)N=CC2C#N)C